NC1=C(C=NC=C1Cl)Cl 4-amino-3,5-dichloropyridine